BrC1=CC=C(C=C1)N1N=C(C(=C1)[C@H]1OC(=CN1CCC1=CC2=C(NC(N2)=O)C=C1)C)C1=NC=C(C=C1)F (2R,5R)-2-(1-(4-bromophenyl)-3-(5-fluoropyridin-2-yl)-1H-pyrazol-4-yl)-5-methyl-3-(2-(2-oxo-2,3-dihydro-1H-benzo[d]imidazol-5-yl)ethyl)oxazole